FC(C(=O)O)(F)F.CN1N=NC2=C1C=CC(=C2C)C(C(C(=O)O)(C)C)C2=CC(=C(C=C2)C)CN2C(=NC=C2)CN2CCOCC2 3-(1,4-Dimethyl-1H-benzo[d][1,2,3]triazol-5-yl)-2,2-dimethyl-3-(4-methyl-3-((2-(morpholinomethyl)-1H-imidazol-1-yl)methyl)phenyl)propanoic acid, trifluoroacetic acid salt